BrCCCC(=O)Cl Bromobutyryl chloride